[V].[Ni] nickel vanadium